B([O-])([O-])[O-].[Fe+2].[Ti+4].[Li+] lithium titanium iron borate